C(C)(C)(C)C1N(CC12CCN(CC2)C(=O)OCCC(=C)B2OC(C(O2)(C)C)(C)C)C2=NC=NC=C2OC2=C(C=C(C=C2)F)C(N(C(C)C)C(C)C)=O 3-(4,4,5,5-tetramethyl-1,3,2-dioxaborolan-2-yl)but-3-en-1-ol tert-butyl-2-(5-(2-(diisopropylcarbamoyl)-4-fluorophenoxy)pyrimidin-4-yl)-2,7-diazaspiro[3.5]nonane-7-carboxylate